F[C@@H]1C[C@@]2(CCCN2C1)COC=1N=CC2=C(N1)C=C(N=C2N2[C@@H](CC2)C(F)(F)F)C2(CC1=CC=C(C(=C1C=C2)C#C)F)O 2-([(2R,7aS)-2-fluoro-hexahydropyrrolizin-7a-yl]methoxy-5-[(2S)-2-(trifluoromethyl)azetidin-1-yl]pyrido[4,3-d]pyrimidin-7-yl)-5-ethynyl-6-fluoronaphthalen-2-ol